C(C)(C)(C)OC(=O)NCC1=C(C=CC=C1OC)B(O)O (2-(((tert-butoxycarbonyl)amino)methyl)-3-methoxyphenyl)boronic acid